N1C(=CC2=CC=CC=C12)C1=NNC2=CC=C(C=C12)N1[C@@H](CCC1=O)C(=O)OC methyl (S)-1-(3-(1H-indol-2-yl)-1H-indazol-5-yl)-5-oxopyrrolidine-2-carboxylate